(S)-2-(2-chloro-4-(6-((4-chloro-2-fluorobenzyl)oxy)pyridin-2-yl)phenoxy)-1-((tetrahydrofuran-2-yl)methyl)-1H-benzo[d]imidazole-6-carboxylic acid ClC1=C(OC2=NC3=C(N2C[C@H]2OCCC2)C=C(C=C3)C(=O)O)C=CC(=C1)C1=NC(=CC=C1)OCC1=C(C=C(C=C1)Cl)F